N[C@H](C)C1=NN2C(N=C(C=C2N2C(N(C(C2)=O)C)=O)C2CC2)=C1 |o1:1| (R*)-1-(2-(1-aminoethyl)-5-cyclopropylpyrazolo[1,5-a]pyrimidin-7-yl)-3-methylimidazolidine-2,4-dione